C(O[C@H]1/C=C/[C@@H]([C@H](OC(C[C@@H](CC[C@@H]1C)O[Si](C)(C)C(C)(C)C)=O)/C(=C/I)/C)C)(OC1=CC=C(C=C1)[N+](=O)[O-])=O (2S,3S,6R,7S,10R,E)-10-((tert-butyldimethylsilyl)oxy)-2-((E)-1-iodoprop-1-en-2-yl)-3,7-dimethyl-12-oxooxacyclododec-4-en-6-yl (4-nitrophenyl) carbonate